N1C[C@H](CCC1)NC1=NC=C(C(=N1)C=1C=C(NC1)C(=O)N)C(F)(F)F 4-(2-{[(3S)-piperidin-3-yl]amino}-5-(trifluoromethyl)pyrimidin-4-yl)-1H-pyrrol-2-carboxamide